(1R,3S)-3-(3-(2-(4-(4-(2-(2,6-dioxopiperidin-3-yl)-1-oxoisoindolin-5-yl)piperazine-1-carbonyl)phenyl)acetamido)-1H-pyrazol-5-yl)cyclopentyl (2S)-2-methylazetidine-1-carboxylate C[C@@H]1N(CC1)C(=O)O[C@H]1C[C@H](CC1)C1=CC(=NN1)NC(CC1=CC=C(C=C1)C(=O)N1CCN(CC1)C=1C=C2CN(C(C2=CC1)=O)C1C(NC(CC1)=O)=O)=O